pyrrolidine-3-yl acetate C(C)(=O)OC1CNCC1